CC1=CC=C(C=C1)S(=O)(=O)O.C1(CCCCC1)N=C=NCCN1CCOCC1 1-cyclohexyl-3-(2-morpholinoethyl)carbodiimide p-toluenesulfonate